NC1=CC=C(C=N1)N1CCC(CC1)CN(CCN1CCN(CC1)C(=O)OC(C)(C)C)C Tert-butyl 4-(2-(((1-(6-aminopyridin-3-yl)piperidin-4-yl)methyl)(methyl)amino)ethyl)piperazine-1-carboxylate